FC1=C(C(=C(C=C1F)F)F)NC1=CC=C(C=C1)CC 1-(4-((2,3,5,6-tetrafluorophenyl)amino)phenyl)ethane